(S)-6-(((1-([1,1'-bi(cyclopropan)]-1-yl)-1H-1,2,3-triazol-4-yl)(1-methoxyisoquinolin-5-yl)methyl)amino)-8-chloro-4-((3,3,3-trifluoro-2,2-dimethylpropyl)amino)quinoline-3-carbonitrile C1(CC1)(C1CC1)N1N=NC(=C1)[C@H](C1=C2C=CN=C(C2=CC=C1)OC)NC=1C=C2C(=C(C=NC2=C(C1)Cl)C#N)NCC(C(F)(F)F)(C)C